{2-[4-(acetyloxy)-1H-indol-3-yl]ethyl}dimethyl(prop-2-en-1-yl)azanium iodide [I-].C(C)(=O)OC1=C2C(=CNC2=CC=C1)CC[N+](CC=C)(C)C